ClC1=CC=CC(=N1)NC(C1=CC=C(C=C1)O[C@H](C(=O)NC1=CC=C(C=C1)Cl)C)=O (S)-N-(6-chloropyridin-2-yl)-4-((1-((4-chlorophenyl)amino)-1-oxopropan-2-yl)oxy)benzamide